4-phenyl-1H-pyrrole-3-sulfonyl chloride C1(=CC=CC=C1)C=1C(=CNC1)S(=O)(=O)Cl